(+-)-(1,1'-binaphthyl-2,2'-diyl)bis(diphenylphosphine) C1(=C(C=CC2=CC=CC=C12)P(C1=CC=CC=C1)C1=CC=CC=C1)C1=C(C=CC2=CC=CC=C12)P(C1=CC=CC=C1)C1=CC=CC=C1